CC1=NC(=CC=C1O[C@@H]1C[C@H](CCC1)C(=O)O)C=1N=NN(C1CNC(=O)OCCCC(F)(F)F)C (1S,3S)-3-((2-methyl-6-(1-methyl-5-((((4,4,4-trifluorobutoxy)carbonyl)amino)methyl)-1H-1,2,3-triazol-4-yl)pyridin-3-yl)oxy)cyclohexane-1-carboxylic acid